ClC=1C(=C(C(=CC1)C(F)F)C1=CN=CC(=N1)C(=O)NC=1C=NN(C1)[C@@H](C)C=1N=NC(=C(C1C)C)N1C([C@@H]2C[C@@H]2C1)=O)F |o1:24| 6-(3-chloro-6-(difluoromethyl)-2-fluorophenyl)-N-(1-((S or R)-1-(4,5-dimethyl-6-((1R,5S)-2-oxo-3-azabicyclo[3.1.0]hex-3-yl)pyridazin-3-yl)ethyl)-1H-pyrazol-4-yl)pyrazine-2-carboxamide